C(C1=CC=CC=C1)N[C@@H]1CC2=CC=CC(=C2CC1)OC (S)-2-(N-benzylamino)-5-methoxytetralin